2,2-dimethoxy-7-nitroso-7-azaspiro[3.5]nonane COC1(CC2(C1)CCN(CC2)N=O)OC